[O-2].[O-2].[Nb+4] niobium dioxide